tert-butyl 3-(methyl amino)but-2-enoate CNC(=CC(=O)OC(C)(C)C)C